COC=1C(=CC2=CN(N=C2C1)C1CCC(CC1)N(C(OC(C)(C)C)=O)C)C(NC=1C=NN2C1N=CC=C2)=O tert-butyl ((1r,4r)-4-(6-methoxy-5-(pyrazolo[1,5-a]pyrimidin-3-ylcarbamoyl)-2H-indazol-2-yl)cyclohexyl)(methyl)carbamate